NC=1N=C(C2=C(N1)N(N=N2)CC2=CC=C(C(=O)NO)C=C2)C=2OC(=CC2)C 4-((5-amino-7-(5-methylfuran-2-yl)-3H-[1,2,3]triazolo[4,5-d]pyrimidin-3-yl)methyl)-N-hydroxybenzoamide